(E)-Benzyl 3-((4-methyl-5-oxo-2,5-dihydrofuran-2-yl)oxy)-2-phenylacrylate CC1=CC(OC1=O)O/C=C(/C(=O)OCC1=CC=CC=C1)\C1=CC=CC=C1